COC=1C=C2C(=NC(=NC2=CC1OCCCN1CCCC1)N1CCOCC1)NC1=NNC(=C1)COC 6-methoxy-N-(5-(methoxymethyl)-1H-pyrazol-3-yl)-2-morpholino-7-(3-(pyrrolidin-1-yl)propoxy)quinazolin-4-amine